N-{7-[6-(1-hydroxybutyl)-4-methylpyridin-3-yl]-2,6-naphthyridin-3-yl}cyclopropanecarboxamide OC(CCC)C1=CC(=C(C=N1)C1=NC=C2C=C(N=CC2=C1)NC(=O)C1CC1)C